6-(2-((2-methyl-6-(trifluoromethyl)pyridin-3-yl)sulfonyl)-2-azaspiro[3.3]hept-6-yl)-2-oxa-6-azaspiro[3.3]heptane CC1=NC(=CC=C1S(=O)(=O)N1CC2(C1)CC(C2)N2CC1(COC1)C2)C(F)(F)F